CO/C=C/C1C2CN(CC12C=1SC=CN1)C1=NC(=NC(=C1)C(F)(F)F)N1[C@H](CC1)C 2-(6-((E)-2-methoxyvinyl)-3-(2-((S)-2-methylazetidin-1-yl)-6-(trifluoromethyl)pyrimidin-4-yl)-3-azabicyclo[3.1.0]hexane-1-yl)thiazole